N-glycidyl-1,2,3,6-tetrahydrophthalimide C(C1CO1)N1C(C2C(C1=O)CC=CC2)=O